Dimethylbicyclo[3.1.1]hept-2-ene-2-carbaldehyde CC1(C=C(C2CC1C2)C=O)C